5-(4,4-difluoro-piperidine-1-carbonyl)pyridin FC1(CCN(CC1)C(=O)C=1C=CC=NC1)F